C1=NC=C(C2=CC=CC=C12)N1C(NC2(CC2)C1C#N)=O 6-(Isoquinolin-4-yl)-5-oxo-4,6-diazaspiro[2.4]heptane-7-carbonitrile